2-(piperazin-1-yl)-1-(4-tert-butylphenyl)-1H-indole-3-carboxaldehyde N1(CCNCC1)C=1N(C2=CC=CC=C2C1C=O)C1=CC=C(C=C1)C(C)(C)C